COC=1C=CC(=NC1)C1=NC=2N3C(N(C(C2N1)=O)CCC)=NC=C3 2-(5-methoxy-2-pyridyl)-5-propyl-3H-imidazo[2,1-b]purin-4-one